C(C)(C)(C)OC(=O)O[C@@H]1[C@H]([C@H](N(C1)C(=O)OC(C)(C)C)CC1=CC=C(C=C1)OC)OC(NC1=NNC(=N1)C)=O tert-butyl (2R,3S,4S)-4-[(tert-butoxycarbonyl)oxy]-2-[(4-methoxy phenyl)methyl]-3-{[(5-methyl-1H-1,2,4-triazol-3-yl)carbamoyl]oxy}pyrrolidine-1-carboxylate